C(CCC)OC(COC(CC(=O)C)=O)(OCCCC)OCCCC tri-n-butoxyethylacetoacetate